COC=1C=2N(C=C(N1)C(=O)NC=1C(=NC=CC1)OC)C=C(N2)[C@@]21CO[C@@](CC2)(C1)C 8-methoxy-N-(2-methoxypyridin-3-yl)-2-((1S,4R)-1-methyl-2-oxabicyclo[2.2.1]heptan-4-yl)imidazo[1,2-a]pyrazine-6-carboxamide